FC1(CCN(CC1)CC1=NN2C(C(N(CC2)C2=C(C=C(C=C2)C2=NC3=CC=C(C=C3C=N2)C(F)(F)F)C)=O)=C1C)F 2-((4,4-difluoropiperidin-1-yl)methyl)-3-methyl-5-(2-methyl-4-(6-(trifluoromethyl)quinazolin-2-yl)phenyl)-6,7-dihydropyrazolo[1,5-a]pyrazin-4(5H)-one